C(C)OCC=1C=C(COCC(=O)O)C=CC1 2-(3-(ethoxymethyl)benzyloxy)acetic acid